(6-(4-(3H-imidazo[4,5-b]pyridin-7-yl)-1H-pyrazol-1-yl)pyridin-3-yl)-4,4,4-trifluoro-2,2-dimethylbutan-1-ol N1=CNC2=NC=CC(=C21)C=2C=NN(C2)C2=CC=C(C=N2)C(C(CC(F)(F)F)(C)C)O